3-[(1R)-1-(5,7-difluoro-3-methyl-1-benzofuran-2-yl)-2,2,2-trifluoroethyl]-1-(2-{[(2R)-1-sulfamoylpropan-2-yl]amino}pyrimidin-5-yl)urea FC=1C=C(C2=C(C(=C(O2)[C@H](C(F)(F)F)NC(NC=2C=NC(=NC2)N[C@@H](CS(N)(=O)=O)C)=O)C)C1)F